C(C)(C)OC1=CC=C(C=C1)C=1C=C2CCC3(C(C2=CC1)NC(O[C@@H]1CN2CCC1CC2)=O)CC3 (S)-quinuclidin-3-yl (6'-(4-isopropoxyphenyl)-3',4'-dihydro-1'H-spiro[cyclopropane-1,2'-naphthalen]-1'-yl)carbamate